C(CCCCCCC\C=C/CCCCCCCC)(=O)N(C)CC(=O)O (D)-N-oleoylsarcosine